ClC1=C(C(=O)N(C)C)C=CC(=N1)OCCCCC1CCN(CC1)S(=O)(=O)C1=C(C=CC=C1Cl)Cl 2-chloro-6-(4-(1-(2,6-dichlorophenylsulfonyl)piperidin-4-yl)butoxy)-N,N-dimethylnicotinamide